FC1=CC=C(C=C1)C1=C(CCC(C1)(C)C)CN1CC2N(C(C1)C2)CC=2C=C1CN(C(C1=CC2)=O)C2CNCCC2 3-(5-((3-((4'-fluoro-5,5-dimethyl-3,4,5,6-tetrahydro-[1,1'-biphenyl]-2-yl)methyl)-3,6-diazabicyclo[3.1.1]heptan-6-yl)methyl)-1-oxoisoindolin-2-yl)piperidine